C(C)C=1N=C(NC(C1F)=O)C=1C(=C(CC(C(=O)N)(C)C)C=CC1C(F)(F)F)F [3-(4-ethyl-5-fluoro-6-oxo-1,6-dihydropyrimidin-2-yl)-2-fluoro-4-(trifluoromethyl)benzyl]isobutyramide